N-{4-[(3-chloro-4-cyanophenyl)amino]-2-methyl-4-oxobutyl}-9-ethyl-9H-carbazole-3-carboxamide ClC=1C=C(C=CC1C#N)NC(CC(CNC(=O)C=1C=CC=2N(C3=CC=CC=C3C2C1)CC)C)=O